azido-1,3,5-triazine N(=[N+]=[N-])C1=NC=NC=N1